tert-Butyl 4-[4-(5-chloro-3-iodo-imidazo[1,2-a]pyridin-7-yl)-5-methyl-pyrazol-1-yl]piperidine-1-carboxylate ClC1=CC(=CC=2N1C(=CN2)I)C=2C=NN(C2C)C2CCN(CC2)C(=O)OC(C)(C)C